(S)-3-(8-amino-2-(2-((3-hydroxypyrrolidin-1-yl)methyl)benzyl)-5-(pyrimidin-4-yl)-[1,2,4]triazolo[1,5-a]pyrazin-6-yl)benzonitrile NC=1C=2N(C(=C(N1)C=1C=C(C#N)C=CC1)C1=NC=NC=C1)N=C(N2)CC2=C(C=CC=C2)CN2C[C@H](CC2)O